COC1=NC=C(C=2N=C(N=CC21)SC)C(=C)C 5-methoxy-2-(methylthio)-8-(prop-1-en-2-yl)pyrido[4,3-d]Pyrimidine